C(C(C)C)(=O)NC=1NC(C=2N=CN([C@H]3[C@H](OC)[C@H](O)[C@@H](CO)O3)C2N1)=O l-N2-(isobutyryl)-2'-O-methyl-guanosine